OC1=NC(=C(C(=N1)N)N)N 2-Hydroxy-4,5,6-triaminopyrimidin